C(C)(C)(C)OC(=O)N1C[C@@H](N(CC1)C=1C2=C(N=CN1)N(C=C2C2CC2)S(=O)(=O)C2=CC=C(C)C=C2)C (S)-4-(5-cyclopropyl-7-tosyl-7H-pyrrolo[2,3-d]pyrimidin-4-yl)-3-methylpiperazine-1-carboxylic acid tert-butyl ester